C1(=CC=CC=C1)[C@H]([C@H](C)N1CCCC1)O (1r,2s)-1-phenyl-2-(1-pyrrolidinyl)propan-1-ol